C(=O)C=1SC=CC1C(=O)O 2-FORMYLTHIOPHENE-3-CARBOXYLIC ACID